Cl.CN1CCN(CC1)CCON O-(2-(N-methylpiperazin-4-yl)ethyl)hydroxylamine hydrochloride